1,2-Dicyclohexylethane C1(CCCCC1)CCC1CCCCC1